O1COC2=C1C=CC(=C2)NC(=O)[C@@]2([C@@H](OC)O[C@@H]([C@H]([C@@H]2OC(NC2=CC1=C(OCO1)C=C2)=O)OC(NC2=CC=C(C=C2)C(=O)OCC)=O)CO)O methyl [2,3-O-bis(Benzo[1,3]dioxol-5-yl-carbamoyl)]-4-O-(4-ethoxycarbonyl-phenylcarbamoyl)-α-D-glucopyranoside